ClC1=CC2=C(N(C3=C(CC2)C=C(C=C3)Cl)CCCCC3=CC(=NO3)C(=O)NO)C=C1 5-(4-(2,8-dichloro-10,11-dihydro-5H-dibenzo[b,f]azepin-5-yl)butyl)-N-hydroxyisoxazole-3-carboxamide